1-methyl-6-(piperazin-1-yl)indazol CN1N=CC2=CC=C(C=C12)N1CCNCC1